(3S,5R)-5-[(5-bromooxazolo[4,5-b]pyridin-2-yl)amino]piperidin-3-ol BrC1=CC=C2C(=N1)N=C(O2)N[C@@H]2C[C@@H](CNC2)O